6-[3-(4-fluorophenyl)-1-(3-methanesulfonylpropyl)pyrazol-4-yl]-9-[(4-methoxyphenyl)methyl]-8-phenylpurine FC1=CC=C(C=C1)C1=NN(C=C1C1=C2N=C(N(C2=NC=N1)CC1=CC=C(C=C1)OC)C1=CC=CC=C1)CCCS(=O)(=O)C